ClC1=C(C=CC(=C1)F)[Se][Se]C1=C(C=C(C=C1)F)Cl bis-(2-chloro-4-fluorophenyl) diselenide